(E)-2-trifluoromethyl-3-(3,4,5-trimethoxyphenyl)acrylic acid FC(\C(\C(=O)O)=C\C1=CC(=C(C(=C1)OC)OC)OC)(F)F